C(C)[C@H](C(=O)O)C(CC=1C=C(C=CC1)C1=CC(=C(C=C1)OC1=NC=C(C=C1F)Cl)F)N ethyl-(S)-3-amino-4-(4'-((5-chloro-3-fluoropyridin-2-yl)oxy)-3'-fluoro-[1,1'-biphenyl]-3-yl)butanoic acid